NC1=CC=C(N=N1)N1CC2C(C1)CN(C2)C(=O)OC(C)(C)C tert-butyl 5-(6-aminopyridazin-3-yl)hexahydropyrrolo[3,4-c]pyrrole-2(1H)-carboxylate